5,7-difluoro-3H-quinazolin-4-one FC1=C2C(NC=NC2=CC(=C1)F)=O